C(C)(C)(C)OC(=O)N1CCC(=CC1)C1=C(C=C(C=C1)NC(=O)C12CC(C1)(C2)C(NC2=CC=C(C=C2)CNC(=O)OC(C)(C)C)=O)F 4-[4-({3-[4-(tert-butoxycarbonylamino-methyl)-phenylcarbamoyl]-bicyclo[1.1.1]pentane-1-carbonyl}-amino)-2-fluoro-phenyl]-3,6-dihydro-2H-pyridine-1-carboxylic acid tert-butyl ester